6-chloro-5-methyl-1-(pyridin-3-ylmethyl)-1H-pyrazolo[3,4-b]pyrazine ClC1=C(N=C2C(=N1)N(N=C2)CC=2C=NC=CC2)C